C(C=C)C=1C=CC(=C(C1)C1=NOC(=C1)C(C)(C)O)OC 2-(3-(5-allyl-2-methoxyphenyl)isoxazole-5-yl)propan-2-ol